FC=1C(=NC=CC1CC=1C=NC=C(C1C)OC1CC2(CN(C2)C)C1)NS(NC)(=O)=O 3-fluoro-4-[[4-methyl-5-[(2-methyl-2-azaspiro[3.3]heptan-6-yl)oxy]-3-pyridyl]methyl]-N-(methylsulfamoyl)pyridin-2-amine